(3Z)-3-(3-oxoindolin-2-ylidene)-1-(1-piperidylmethyl)indolin-2-one O=C1/C(/NC2=CC=CC=C12)=C\1/C(N(C2=CC=CC=C12)CN1CCCCC1)=O